methyl-(1R)-2'-fluoro-3'-methyl-3-oxospiro[cyclohexane-1,1'-indene] CC1=C2C(=C([C@@]3(C2=CC=C1)CC(CCC3)=O)F)C